C(C1=CC=CC=C1)C(=O)[O-] (benzyl)carboxylate